O=C1C2=C(N(C(N1)=S)CC1=C(C=CC=C1)[C@H]1N(CCOC1)C(=O)OC(C)(C)C)C=CN2 tert-Butyl (R)-3-(2-((4-oxo-2-thioxo-2,3,4,5-tetrahydro-1H-pyrrolo[3,2-d]pyrimidin-1-yl)methyl)phenyl)morpholine-4-carboxylate